N-(6-methoxy-2-((1r,4r)-4-(methyl-(3-azaspiro[5.5]undec-9-yl)amino)cyclohexyl)-2H-indazol-5-yl)-6-(trifluoromethyl)pyridinecarboxamide COC=1C(=CC2=CN(N=C2C1)C1CCC(CC1)N(C1CCC2(CCNCC2)CC1)C)NC(=O)C1=NC(=CC=C1)C(F)(F)F